S1C=NC(=C1)COC1=C(C=C2C=C(NC2=C1)CNC(=O)N1CCC1)OC(F)(F)F N-((6-(thiazol-4-ylmethoxy)-5-(trifluoromethoxy)-1H-indol-2-yl)methyl)azetidine-1-carboxamide